4-n-octyl-4H-dithieno[3,2-b:2',3'-d]pyrrole C(CCCCCCC)N1C2=C(C3=C1C=CS3)SC=C2